C1(=CC=CC=C1)C1=C2C(=NC(=NC2=CC=C1)C=1C=C(C=NC1)[C@H](C#N)C)NCC1=NC=CC=C1 |r| racemic-2-(5-(5-phenyl-4-(pyridin-2-ylmethylamino)quinazolin-2-yl)pyridin-3-yl)propanenitrile